6-(3-chlorophenyl)-N-[(2,4-dimethoxyphenyl)methyl]-4-methylphthalazin-1-amine ClC=1C=C(C=CC1)C=1C=C2C(=NN=C(C2=CC1)NCC1=C(C=C(C=C1)OC)OC)C